O(C1=CC=CC=C1)C1CC(NC1)C(=O)O 4-phenoxypyrrolidine-2-carboxylic acid